8-acetamido-3-bromo-N-ethyl-N-(4-fluoro-3-methoxy-phenyl)imidazo[1,2-a]pyrazine-6-carboxamide C(C)(=O)NC=1C=2N(C=C(N1)C(=O)N(C1=CC(=C(C=C1)F)OC)CC)C(=CN2)Br